CN(CCCCCN=C=N)C 2-(3-dimethylaminopropyl)-3-Ethylcarbodiimide